The molecule is a Photinus luciferin. It has a role as a member of oxidized luciferins. It is a conjugate acid of an oxidized Photinus luciferin(1-). C1C(=O)N=C(S1)C2=NC3=C(S2)C=C(C=C3)O